Calcium Nitrat [N+](=O)([O-])[O-].[Ca+2].[N+](=O)([O-])[O-]